4-chloro-N-(1-(2-(1-methyl-1H-pyrazol-4-yl)benzo[d]oxazol-5-yl)-1H-pyrazol-3-yl)-1-(tetrahydro-2H-pyran-2-yl)-1H-indazol-5-amine ClC1=C2C=NN(C2=CC=C1NC1=NN(C=C1)C=1C=CC2=C(N=C(O2)C=2C=NN(C2)C)C1)C1OCCCC1